CS(=O)(=O)NC=1C=C(C(=O)N)C=CC1 3-[(methanesulfonyl)amino]benzamide